3'-[(3-chloro-2-methoxyphenyl)amino]-2'-(pyrimidin-4-yl)-5',6'-dihydro-1'H-spiro[piperidine-4,7'-pyrrolo[3,2-c]pyridin]-4'-one ClC=1C(=C(C=CC1)NC1=C(NC2=C1C(NCC21CCNCC1)=O)C1=NC=NC=C1)OC